BrC1=C(SC=2N=CN=C(C21)O[C@@H](C(=O)OCC)CC2=C(C=CC=C2)OCC2=NC(=NC=C2)C2=C(C=CC=C2)OCCOC)C2=CC=C(C=C2)F ethyl (2R)-2-[5-bromo-6-(4-fluorophenyl)thieno[2,3-d]pyrimidin-4-yl]oxy-3-[2-[[2-[2-(2-methoxy ethoxy)phenyl]pyrimidin-4-yl]methoxy]phenyl]propanoate